4-((2R,4s,6S)-2-cyano-7-((5-cyclopropyl-7-methyl-1H-indol-4-yl)methyl)-7-azaspiro[3.5]nonan-6-yl)-N-((2-oxo-1,2-dihydropyridin-4-yl)methyl)benzamide C(#N)C1CC2(C1)C[C@H](N(CC2)CC2=C1C=CNC1=C(C=C2C2CC2)C)C2=CC=C(C(=O)NCC1=CC(NC=C1)=O)C=C2